5-[(3R)-5',6'-Dihydrospiro[pyrrolidine-3,4'-pyrrolo[1,2-b]pyrazol]-2'-yl]-3-[(1R)-1-(3-fluoropyridin-2-yl)ethoxy]pyridin-2-amine hydrogen chloride Cl.N=1N2C(=CC1C=1C=C(C(=NC1)N)O[C@H](C)C1=NC=CC=C1F)[C@]1(CC2)CNCC1